N12C[C@H](C(CC1)CC2)OC(N[C@@H]2C(CC1=CC(=C(C=C21)C)C2=CC=C(C=C2)OCC)(C)C)=O (S)-quinuclidin-3-yl((R)-5-(4-ethoxyphenyl)-2,2,6-trimethyl-2,3-dihydro-1H-inden-1-yl)carbamate